7-((2-(2,6-dioxopiperidin-3-yl)-1-oxoisoindolin-4-yl)thio)heptanamide O=C1NC(CCC1N1C(C2=CC=CC(=C2C1)SCCCCCCC(=O)N)=O)=O